(S)-tert-butyl 3-methyl-6-(2-(Pyridin-2-yl)benzo[d]thiazol-5-yl)-3,4-dihydropyridine-1(2H)-carboxylate C[C@@H]1CN(C(=CC1)C=1C=CC2=C(N=C(S2)C2=NC=CC=C2)C1)C(=O)OC(C)(C)C